Disulfur Dichloride S(SCl)Cl